N1[C@@H](CCC1)C(=O)N[C@@H](CCC(=O)O)C(=O)N[C@@H](CCC(=O)O)C(=O)N[C@@H](CCCCN)C(=O)O prolyl-glutamyl-glutamyl-lysine